tetra-ammonia platinum dichloride [Pt](Cl)Cl.N.N.N.N